7-(3-methoxyazetidin-1-yl)-4-(o-tolyl)-2H-pyrano[2,3-b]pyridin-2-one Benzyl-((1r,4r)-4-(difluoro(6-methyl-2-(methylthio)pyrimidin-4-yl)methyl)cyclohexyl)carbamate C(C1=CC=CC=C1)N(C(O)=O)C1CCC(CC1)C(C1=NC(=NC(=C1)C)SC)(F)F.COC1CN(C1)C1=CC=C2C(=N1)OC(C=C2C2=C(C=CC=C2)C)=O